methyl (S)-6-bromo-3-(1-(tert-butoxycarbonylamino)-1,3-dihydrospiro[indene-2,4'-piperidin]-1'-yl)pyrazine-2-carboxylate BrC1=CN=C(C(=N1)C(=O)OC)N1CCC2(CC1)[C@@H](C1=CC=CC=C1C2)NC(=O)OC(C)(C)C